C(CCC)OC(=O)N1CCC2(CCCN2)CC1 butyl-1,8-diazaspiro[4.5]decane-8-carboxylate